(11β,17β)-17-Hydroperoxy-11-[3,4-(methylenedioxy)phenyl]-17-(1-propyn-1-yl)estra-4,9-dien-3-one O(O)[C@@]1([C@]2(C)[C@@H](CC1)[C@@H]1CCC3=CC(CCC3=C1[C@H](C2)C2=CC1=C(C=C2)OCO1)=O)C#CC